(E)-6-chloro-1-methoxy-2-(1,3,4-oxadiazol-2-yl)-1H-indol ClC1=CC=C2C=C(N(C2=C1)OC)C=1OC=NN1